ClC=1N=CN(C(C1)=O)C[C@@]1(CCN(CC12CCCC2)C(=O)N2[C@@H](CN(CC2)C(=O)OC(C)(C)C)C2=CC=CC=C2)O tert-Butyl (R)-4-((S)-10-((4-chloro-6-oxopyrimidin-1(6H)-yl)methyl)-10-hydroxy-7-azaspiro[4.5]decane-7-carbonyl)-3-phenylpiperazine-1-carboxylate